1-phenethyl-2-(pyridin-4-yl)-benzo[d]imidazole C(CC1=CC=CC=C1)N1C(=NC2=C1C=CC=C2)C2=CC=NC=C2